N-phenyl-N-phenyl-methacrylamide C1(=CC=CC=C1)N(C(C(=C)C)=O)C1=CC=CC=C1